FC1=C(C(=CC2=C1C=C(S2)C(CCC(=O)OCC)=O)OC)OCCCOC=2C(=C1CNCC1=CC2OC)F ethyl 4-[4-fluoro-5-[3-(4-fluoro-6-methoxy-isoindolin-5-yl) oxypropoxy]-6-methoxy-benzothiophen-2-yl]-4-oxo-butanoate